methyl 4-(5-fluoro-4-(1-fluoroethyl)pyridin-3-yl)-2-methyl-5-oxo-1,4,5,7-tetrahydrofuro[3,4-b]pyridine-3-carboxylate FC=1C(=C(C=NC1)C1C2=C(NC(=C1C(=O)OC)C)COC2=O)C(C)F